myristylamine oxide C(CCCCCCCCCCCCC)[NH2]=O